C1(CCCCC1)N(C(=O)C=1C=C2N=C(C=NC2=CC1)C=1C=C2C=CN(C(C2=CC1)=O)C)C N-cyclohexyl-N-methyl-3-(2-methyl-1-oxo-1,2-dihydro-6-isoquinolinyl)-6-quinoxalinecarboxamide